1-[(1-cyclopropyl-1H-pyrazol-4-yl)(1-methylpiperidin-4-yl)sulfamoyl]-3-(1,2,3,5,6,7-hexahydro-s-indacen-4-yl)urea sodium salt [Na].C1(CC1)N1N=CC(=C1)N(S(=O)(=O)NC(=O)NC1=C2CCCC2=CC=2CCCC12)C1CCN(CC1)C